The molecule is a fatty acid-taurine conjugate obtained by deprotonation of the sulfonate group of N-[15(S)-hydroperoxy-(5Z,8Z,11Z,13E)-icosatetraenoyl]taurine; major species at pH 7.3. It is a conjugate base of a N-[15(S)-hydroperoxy-(5Z,8Z,11Z,13E)-icosatetraenoyl]taurine. CCCCC[C@@H](/C=C/C=C\\C/C=C\\C/C=C\\CCCC(=O)NCCS(=O)(=O)[O-])OO